NC=1C=CC(=C2CN(C(C12)=O)CC(C#N)CSC)C1=CC=C2C=NN(C2=C1)C 2-{[7-amino-4-(1-methyl-1H-indazol-6-yl)-1-oxo-2,3-dihydro-1H-isoindol-2-yl]methyl}-3-(methylsulfanyl)propanenitrile